C(CC(O)(C(=O)O)CC(=O)O)(=O)O.C(CC(O)(C(=O)O)CC(=O)O)(=O)O citric acid (citrate) salt